CN1C=CC=2C=NC=CC21 1-methyl-1H-pyrrolo[3,2-c]pyridin